ClC1=CC=C(C=C1)C(C(F)(F)F)C=1C(N(C=C(C1S(=O)(=O)NC)F)C)=O (1-(4-chlorophenyl)-2,2,2-trifluoroethyl)-5-fluoro-N,1-dimethyl-2-oxo-1,2-dihydropyridine-4-sulfonamide